N1(N=CC=C1)C=1C=C(C=NC1)B1OC(C)(C)C(C)(C)O1 5-(1H-pyrazol-1-yl)pyridine-3-boronic acid pinacol ester